(bis(dimethylamino)(methylsilyl))amine CN(C)[Si](C)(N(C)C)N